C1(=C(C=CC=C1)C=1C(=C2C3=C(C(=C(C4(C3=CC2=CC1)C=CC=C1C2=CC=CC=C2C=C14)N(C1=C(C=CC=C1)C1=CC=CC=4OC2=C(C41)C=CC=C2)C2=C(C=CC=C2)C2=CC=CC=C2)C)C(C)(C)C)C2=C(C(=CC=4C1=CC=CC=C1CC24)C)C)C2=CC=CC=C2 (biphenylyl)(dimethylfluorenyl)(tert-butyl)(biphenylyl)(dibenzofuranylphenyl)(methylspirobifluorenyl)amine